CC12C=CC(CC1)(CC2)C(=O)[O-] 4-methylbicyclo[2.2.2]-oct-2-ene-1-formate